1,1-dimethyl-3-(α,α,α-trifluoro-m-tolyl)urea CN(C(=O)NC=1C=C(C=CC1)C(F)(F)F)C